2-(((3S)-7-fluoro-1-methyl-6-((1-methyl-6-oxopiperazin-2-yl)methyl)-2-oxo-1,2,3,4,5,6-hexahydrobenzo[b][1,4]diazocin-3-yl)amino)-6-methyl-4-(trifluoromethyl)nicotinonitrile FC1=CC=CC=2N(C([C@H](CCN(C21)CC2N(C(CNC2)=O)C)NC2=C(C#N)C(=CC(=N2)C)C(F)(F)F)=O)C